3-amino-1-[2-({4-amino-7-methoxyimidazo[4,5-c]pyridin-1-yl}methyl)-4-(3-fluorophenyl)phenyl]-N-(2-methoxyethyl)-N-methylpiperidine-3-carboxamide NC1(CN(CCC1)C1=C(C=C(C=C1)C1=CC(=CC=C1)F)CN1C=NC=2C(=NC=C(C21)OC)N)C(=O)N(C)CCOC